S(N)(=O)(=O)C=1C(=CC(=C(C(=O)O)C1)NCC=1OC=CC1)Cl 5-(sulfamoyl)-4-chloro-2-[(2-furyl-methyl)amino]benzoic acid